COC(C1CCN(CC1)C=1C=CC2=C(N(C(N2)=O)C)C1)OC 6-(4-(dimethoxymethyl)piperidin-1-yl)-1-methyl-1,3-dihydro-2H-benzo[d]imidazol-2-one